C(CCCCCCCCCCCCCC)OC1=C(C=CC(=C1)N)N 1-pentadecyloxy-2,5-diaminobenzene